ClC=1C=CC=C2C(=NC(=NC12)C1=CC=C(C=C1)OC)C(F)(F)F 8-chloro-2-(4-methoxyphenyl)-4-(trifluoromethyl)quinazoline